COC/C=C/C(=O)O (E)-4-methoxybut-2-enoic acid